N1C=C(C=C1)C(=O)[O-] 3-pyrrol-yl-carboxylate